2-[(11-iodo-7-undecayn-1-yl)oxy]tetrahydro-2H-pyran ICCCC#CCCCCCCOC1OCCCC1